N1C[C@H](CC1)OC=1C=C2C=NNC(C2=CC1)=O 6-(((S)-pyrrolidin-3-yl)oxy)phthalazin-1(2H)-one